N1(C=NC=C1)C1=CC=C(CN(C2=CC(=CC=C2)CN2CCCCC2)CC2=CC(=CC=C2)OC)C=C1 N-(4-(1H-imidazol-1-yl)benzyl)-N-(3-methoxybenzyl)-3-(piperidin-1-ylmethyl)aniline